ethyl (9Z)-17-[(dimethylamino)methyl]hexacos-9-enoate CN(C)CC(CCCCCC\C=C/CCCCCCCC(=O)OCC)CCCCCCCCC